Dimethylbis(2,2,4-trimethyl-1,2,3,4-tetrahydroquinolin-7-yl)silane C[Si](C1=CC=C2C(CC(NC2=C1)(C)C)C)(C1=CC=C2C(CC(NC2=C1)(C)C)C)C